ClC[C@H](CC(CC(=O)OCCCC)=O)O butyl (S)-6-chloro-5-hydroxy-3-oxohexanoate